Tert-butyl (2-(2-cyano-8-fluoro-5-methoxynaphthalen-1-yl)ethyl)carbamate C(#N)C1=C(C2=C(C=CC(=C2C=C1)OC)F)CCNC(OC(C)(C)C)=O